1-(4-{2-azabicyclo[2.1.1]hexan-2-yl}pyridin-2-yl)-N-(6-methoxy-1-methylindazol-7-yl)pyrazole-4-sulfonamide C12N(CC(C1)C2)C2=CC(=NC=C2)N2N=CC(=C2)S(=O)(=O)NC=2C(=CC=C1C=NN(C21)C)OC